(R)-2-(4-(6,7-dimethoxyquinoxalin-2-yloxy)phenoxy)propanoic acid COC=1C=C2N=CC(=NC2=CC1OC)OC1=CC=C(O[C@@H](C(=O)O)C)C=C1